N-(5-Fluoropyridin-2-yl)-2-[2-(morpholin-4-ylcarbonyl)-5,8-dioxo-6-(propan-2-yl)-5,6,7,8-tetrahydro-4H-pyrazolo[1,5-a]pyrrolo[3,4-d]pyrimidin-4-yl]acetamid FC=1C=CC(=NC1)NC(CN1C=2N(C(C3=C1C(N(C3)C(C)C)=O)=O)N=C(C2)C(=O)N2CCOCC2)=O